ClC=1C=C(C=2N(N1)C(=CN2)F)N2CC(C(C2)(C)C)(F)F 6-chloro-8-(3,3-difluoro-4,4-dimethyl-pyrrolidin-1-yl)-3-fluoro-imidazo[1,2-b]pyridazine